N[C@@H]1CN(CCC1)C(=O)OC(C)(C)C tert-butyl (S)-3-amino-1-piperidinecarboxylate